N1=C(C=CC=C1C#N)C#N pyridine-2,6-dicarbonitrile